CN1C(=NC=C1C=1C(=NN(C1)C=1N=CN(C1)C)C(F)(F)F)C(=O)N 1-methyl-5-[1-(1-methylimidazol-4-yl)-3-(trifluoromethyl)pyrazol-4-yl]imidazole-2-carboxamide